C1C(CC12COCC2)N2CCC=1C=C(C=NC1C2)C(=O)OCC ethyl 7-((2s,4s)-6-oxaspiro[3.4]octan-2-yl)-5,6,7,8-tetrahydro-1,7-naphthyridine-3-carboxylate